O[C@H]1[C@@H](CN(C1)C=1C=NC=NC1)C=1C=C(C(=O)OCC)C=CC1C ethyl 3-((3R,4S)-4-hydroxy-1-(pyrimidin-5-yl)pyrrolidin-3-yl)-4-methylbenzoate